2-phenyl-5-(4-trifluoromethylphenyl)oxazole C1(=CC=CC=C1)C=1OC(=CN1)C1=CC=C(C=C1)C(F)(F)F